Potassium sodium bismuth iron niobium [Nb].[Fe].[Bi].[Na].[K]